2,8-bis(9H-carbazol-9-yl)-dibenzothiophene C1=CC=CC=2C3=CC=CC=C3N(C12)C1=CC2=C(SC3=C2C=C(C=C3)N3C2=CC=CC=C2C=2C=CC=CC32)C=C1